3-methyl-1,3-oxazoline-2-one CN1C(OC=C1)=O